[Cl-].C[NH+]1C=C(C=C1)CCCC 1-Methyl-3-butylpyrrolium chlorid